COC=1C(=C(C(=CC1)C)C=1C=C(C=C2C(N(C=NC12)COCC[Si](C)(C)C)=O)C)C 8-(3-methoxy-2,6-dimethylphenyl)-6-methyl-3-((2-(trimethylsilyl)ethoxy)methyl)quinazolin-4(3H)-one